sodium maleate sodium [Na+].C(\C=C/C(=O)[O-])(=O)[O-].[Na+]